C1(CC1)C1=C(C=CC(=C1)C(N=C1NCCN1)=O)NC=1C(=C(C(=O)NC2(CC2)C)C=C(C1)F)F 3-[(2-cyclopropyl-4-{[imidazolidin-2-ylidene]carbamoyl}phenyl)amino]-2,5-difluoro-N-(1-methylcyclopropyl)benzamide